N-(2-phenylcyclopropyl)pivaloamide Methyl-2'-(difluoromethyl)-5'-methoxy-5-(1-methyl-1H-pyrazol-3-yl)-[3,4'-bipyridine]-2-carboxylate COC(=O)C1=NC=C(C=C1C1=CC(=NC=C1OC)C(F)F)C1=NN(C=C1)C.C1(=CC=CC=C1)C1C(C1)NC(C(C)(C)C)=O